ClC=1C=C2CCC(C(C2=CC1)=O)(C)C 6-chloro-2,2-dimethyl-3,4-dihydronaphthalen-1(2H)-one